C(#N)C=1C(=NC(=NC1)N[C@H]1CN(C[C@@H](C1)F)C1=NC2=C(N1C)C=C(C(=C2)NC(C=C)=O)C)CC N-(2-((3R,5R)-3-((5-Cyano-4-ethylpyrimidin-2-yl)amino)-5-fluoropiperidin-1-yl)-1,6-dimethyl-1H-benzo[d]imidazol-5-yl)acrylamide